4-(allyloxy)-benzaldehyde C(C=C)OC1=CC=C(C=O)C=C1